ClC1=C(C(=O)Cl)C=CC(=C1OCC1=CC=C(C=C1)OC)OCC1=CC=C(C=C1)OC 2-chloro-3,4-bis((4-methoxybenzyl)oxy)benzoyl chloride